N-(8-(methylamino)-5-(thiazol-4-yl)-2,7-naphthyridin-3-yl)cyclopropanecarboxamide CNC=1N=CC(=C2C=C(N=CC12)NC(=O)C1CC1)C=1N=CSC1